CC(C(=O)O)(O)C.C(C(O)C)(=O)OC methyl lactate (METHYL LACTATE)